chromium-silver water O.[Ag].[Cr]